C(C=C)N(C(C(Cl)Cl)=O)CC(=O)NCC=C N-Allyl-N-[(allylaminocarbonyl)methyl]dichloroacetamide